4-[(2,4-dimethoxyphenyl)(fluorenylmethoxycarbonyl-amino)methyl]phenoxyacetic acid COC1=C(C=CC(=C1)OC)C(C1=CC=C(OCC(=O)O)C=C1)NC(=O)OCC1=CC=CC=2C3=CC=CC=C3CC12